1-Cyclopropyl-2,4-dioxo-3-[4-(trifluoromethyl)phenyl]-1,3,8-triazaspiro[4.5]decane-8-carboxylic acid tert-butyl ester C(C)(C)(C)OC(=O)N1CCC2(C(N(C(N2C2CC2)=O)C2=CC=C(C=C2)C(F)(F)F)=O)CC1